CC1=C(N2CCCC2=C1C(=O)N)C(C(N[C@H](C(F)(F)F)C)=O)=O (S)-6-methyl-5-(2-oxo-2-((1,1,1-trifluoropropan-2-yl)amino)acetyl)-2,3-dihydro-1H-pyrrolizine-7-carboxamide